FC(C(C(F)(F)F)OC(OC(C(F)(F)F)C(F)(F)F)=O)(F)F bis-(hexafluoroisopropyl)-carbonate